C[C@]1(O[C@H]2C[C@@]34[C@H](C([C@H]([C@]2(O1)C)C4)(C)C)CC[C@H]3C)C#CC (-)-(1R,3S,5R,7R,8R,10S,13R)-5,7,9,9,13-pentamethyl-5-(1-propyn-1-yl)-4,6-dioxatetracyclo[6.5.1.01,10.03,7]tetradecane